[Si](C1=CC=CC=C1)(C1=CC=CC=C1)(C(C)(C)C)OC[C@@H](CCO)NC(OC(C)(C)C)=O tert-butyl (R)-(1-((tert-butyldiphenylsilyl)oxy)-4-hydroxybutan-2-yl)carbamate